4-(2-fluoro-4-(1-((4-fluorophenyl)carbamoyl)cyclopropane-1-carboxamido)phenoxy)-6-methoxyquinolin-7-yl (S)-3,4-dimethylpiperazine-1-carboxylate C[C@H]1CN(CCN1C)C(=O)OC1=C(C=C2C(=CC=NC2=C1)OC1=C(C=C(C=C1)NC(=O)C1(CC1)C(NC1=CC=C(C=C1)F)=O)F)OC